N-(methoxymethyl)-7-methyl-benzimidazole-5-carboxamide COCNC(=O)C1=CC2=C(N=CN2)C(=C1)C